N1C=CC(C=C1)=O 1H-pyridin-4-one